ClC1=C(C(=O)NCC(N2CCC(CC2)OC=2C=3N(C=CN2)C=NN3)C3=C(N=CS3)C(F)F)C(=CC=C1)F 2-Chloro-N-{2-[4-(difluoromethyl)-1,3-thiazol-5-yl]-2-(4-{[1,2,4]triazolo[4,3-a]pyrazin-8-yloxy}piperidin-1-yl)ethyl}-6-fluorobenzamid